C(C=C)(=O)[C].[Si].[Li] lithium-silicon alloyl-carbon